(3-fluoro-5-isopropyl-2-(trifluoromethoxy)phenyl)boronic acid FC=1C(=C(C=C(C1)C(C)C)B(O)O)OC(F)(F)F